N-(4-Chloro-3-cyano-1H-indol-7-yl)-1-(2,2,2-trifluoroethyl)pyrazol-4-sulfonamid ClC1=C2C(=CNC2=C(C=C1)NS(=O)(=O)C=1C=NN(C1)CC(F)(F)F)C#N